(R)-2-(4-cyclopropyl-6-methoxypyrimidin-5-yl)-4-(4-(1-ethyl-4-(trifluoromethyl)-1H-imidazol-2-yl)-3-fluorophenoxy)-4,5,6,7-tetrahydropyrazolo[1,5-a]pyridine C1(CC1)C1=NC=NC(=C1C1=NN2C([C@@H](CCC2)OC2=CC(=C(C=C2)C=2N(C=C(N2)C(F)(F)F)CC)F)=C1)OC